NC1=CN=C2C=C(C=CC23C1=C(NN3)C)C(=O)N3[C@H](COCC3)C3=CC=C(C=C3)C(F)(F)F (4-amino-3-methyl-1H-pyrazolo[4,3-d]quinolin-8-yl)((3S)-3-(4-(trifluoromethyl)phenyl)-4-morpholinyl)methanone